5-(4-fluoro-1-(2-fluoroethyl)-1H-benzo[d]imidazol-6-yl)-N-((3R,4S)-3-fluoro-1-(oxetan-3-yl)piperidin-4-yl)-4-methoxypyrrolo[2,1-f][1,2,4]triazin-2-amine FC1=CC(=CC=2N(C=NC21)CCF)C=2C=CN1N=C(N=C(C12)OC)N[C@@H]1[C@@H](CN(CC1)C1COC1)F